4,4'-bis(ethylmethylamino)-benzophenone C(C)N(C1=CC=C(C(=O)C2=CC=C(C=C2)N(C)CC)C=C1)C